methyl (R)-5-(4-(tert-butoxycarbonyl)-2-ethylpiperazin-1-yl)-2'-ethoxy-[2,3'-bipyridine]-6-carboxylate C(C)(C)(C)OC(=O)N1C[C@H](N(CC1)C=1C=CC(=NC1C(=O)OC)C=1C(=NC=CC1)OCC)CC